(2-{5-cyano-2-[(R)-6-methoxycarbonyl-7-methyl-3-oxo-8-(3-trifluoromethyl-phenyl)-2,3,5,8-tetrahydro-[1,2,4]triazolo[4,3-a]pyrimidin-5-yl]-phenyl}-ethyl)-trimethyl-ammonium C(#N)C=1C=CC(=C(C1)CC[N+](C)(C)C)[C@@H]1C(=C(N(C=2N1C(NN2)=O)C2=CC(=CC=C2)C(F)(F)F)C)C(=O)OC